sodium (S)-2-cyclopropylpent-4-ene-1-sulfinate C1(CC1)[C@@H](CS(=O)[O-])CC=C.[Na+]